C(C)C1(CN(CC(C1=O)(F)F)C(=O)OC(C)(C)C)C(=O)[O-] 1-(tert-butyl) 3-ethyl-5,5-difluoro-4-oxopiperidine-1,3-dicarboxylate